C(C)(C)(C)OC(=O)N[C@@H](CO)C (R)-2-(t-butoxycarbonylamino)-1-propanol